The molecule is an bornane monoterpenoid comprising isoborneol carrying a 2-methyl substituent (the 1R,2R,4R-diastereomer). It is a bornane monoterpenoid and a bridged compound. C[C@@]12CC[C@@H](C1(C)C)C[C@@]2(C)O